C(C)C(COC([C@H](C)N=P(=O)OC1=C(C=CC=C1)Cl)=O)CC (2S)-2-(chloro(phenoxy)phosphorylamino)propionic acid 2-ethylbutyl ester